FC=1C=C(C#N)C=C(C1)OC1=CC=C2C=3[C@@](C[C@H](C13)F)(C(C2(F)F)(F)F)O 3-fluoro-5-(((1R,2aS)-1,3,3,4,4-pentafluoro-2a-hydroxy-2,2a,3,4-tetrahydro-1H-cyclopenta[cd]inden-7-yl)oxy)-benzonitrile